NC=1C(=C(C=C2C=C(N=CC12)NC(OC1(CC(C1)O)C)=O)C1=C(C2=C(OCCN2)N=C1)C)F 3-Hydroxy-1-methylcyclobutyl (8-amino-7-fluoro-6-(8-methyl-2,3-dihydro-1H-pyrido[2,3-b][1,4]oxazin-7-yl)isoquinolin-3-yl)carbamate